2-acetyl-3,5-diethoxypyridin-4-one C(C)(=O)C1=NC=C(C(C1OCC)=O)OCC